ClC=1C=C(C=CC1C1CC1)C=1C=C2CCC(C2=CC1)N1CCC(CC1)(O)C 1-(5-(3-chloro-4-cyclopropylphenyl)-2,3-dihydro-1H-inden-1-yl)-4-methylpiperidin-4-ol